methallyl telluride C(C(C)=C)[Te]CC(C)=C